tert-butyl (1-((3-(piperidin-4-yloxy)-phenyl)sulfonyl)piperidin-4-yl)carbamate N1CCC(CC1)OC=1C=C(C=CC1)S(=O)(=O)N1CCC(CC1)NC(OC(C)(C)C)=O